N-ethyl-2-(5-fluoro-1H-indol-3-yl)-N-methylethan-1-amine hemifumarate C(\C=C\C(=O)O)(=O)O.C(C)N(CCC1=CNC2=CC=C(C=C12)F)C.C(C)N(CCC1=CNC2=CC=C(C=C12)F)C